5,7-dichloro-1-(3-methylpyridin-2-yl)pyrido[4,3-d]pyrimidine-2,4(1H,3H)-dione ClC1=NC(=CC=2N(C(NC(C21)=O)=O)C2=NC=CC=C2C)Cl